(3-(7,8-Dichloro-4-(1H-Pyrazol-4-Yl)Quinolin-2-Yl)Propyl)Glycine ClC1=CC=C2C(=CC(=NC2=C1Cl)CCCNCC(=O)O)C=1C=NNC1